tert-butyl (2S,4S)-4-(2-chloropyrimidin-4-yl)oxy-2-methyl-piperidine-1-carboxylate ClC1=NC=CC(=N1)O[C@@H]1C[C@@H](N(CC1)C(=O)OC(C)(C)C)C